N-[(5S)-1'-[7-(4-fluoro-1H-indol-7-yl)-6-methyl-pyrazolo[1,5-a]pyridin-4-yl]spiro[5,7-dihydrocyclopenta[b]pyridin-6,4'-piperidin]-5-yl]-2-methyl-propane-2-sulfinamide FC1=C2C=CNC2=C(C=C1)C1=C(C=C(C=2N1N=CC2)N2CCC1(CC2)[C@@H](C=2C(=NC=CC2)C1)NS(=O)C(C)(C)C)C